caprylyl-carnitine C(CCCCCCC)(=O)C(O)(C[N+](C)(C)C)CC([O-])=O